5,5'-diallyl-2,2'-biphenyl-diol C(C=C)C1=CC=C(C(=C1)C=1C(=CC=C(C1)CC=C)O)O